CC(C)(CCC(C)(OOC(C)(C)C)C)OOC(C)(C)C 2,5-dimethyl-2,5-di-(t-butylperoxy)-hexane